C1(=C(C(=CC2=CC=CC=C12)C=O)C=O)C1=CC=CC2=CC=CC=C12 binaphthyl-dicarboxaldehyde